C12CC(CC2C1)NC1=NN2C(C(=N1)OC)=C(C(=C2)F)C=2C=CC=1N(C2)C(=CN1)C(=O)NC 6-(2-(bicyclo[3.1.0]hexane-3-ylamino)-6-fluoro-4-methoxypyrrolo[2,1-f][1,2,4]triazin-5-yl)-N-methylimidazo[1,2-a]pyridine-3-carboxamide